BrC1=CC=C(C=C1)C(\C(=C\C1=CC=CC=C1)\C[N+](=O)[O-])=O (E)-1-(4-bromophenyl)-2-nitromethyl-3-phenylpropan-2-en-1-one